F[C@@H]1[C@H]2CC[C@@H](C[C@@H]1N1C=CC3=C1N=NC(=C3)C3=C(C=C(C=C3)N3N=NC=C3)O)N2 2-{7-[(1R,2R,3S,5S)-2-fluoro-8-azabicyclo[3.2.1]octan-3-yl]-7H-pyrrolo[2,3-c]pyridazin-3-yl}-5-(1H-1,2,3-triazol-1-yl)phenol